C(C)(C)(C)C=1C=C(C=C(C1O)C(C)(C)C)CCC(=O)OCCCCCCOC(CCC1=CC(=C(C(=C1)C(C)(C)C)O)C(C)(C)C)=O hexamethylene bis[3-(3,5-di-t-butyl-4-hydroxyphenyl) propionate]